(S)-1-[2-(Benzo[d]isoxazol-3-yl)phenyl]-2-[3-fluoro-6-(methylsulfonyl)pyridine-2-yl]ethan-1-amine hydrochloride Cl.O1N=C(C2=C1C=CC=C2)C2=C(C=CC=C2)[C@H](CC2=NC(=CC=C2F)S(=O)(=O)C)N